S(=O)(=O)(O)O.N1N=CC=C1 pyrazole sulfate salt